2-(6,7-dimethoxy-1,5-naphthyridin-4-yl)-1H,5H,6H,7H-pyrrolo[3,2-c]Pyridin-4-one COC=1N=C2C(=CC=NC2=CC1OC)C1=CC=2C(NCCC2N1)=O